(3R)-1-methyl-3-{[2-(2-methylthiophen-3-yl)[1,2,4]triazolo[1,5-c]quinazolin-5-yl]amino}pyrrolidin-2-one CN1C([C@@H](CC1)NC1=NC=2C=CC=CC2C=2N1N=C(N2)C2=C(SC=C2)C)=O